N1=NC(C2=C1C=NC=N2)=O PYRIMIDOPYRAZOLONE